N-(2-carboxyethyl)-2-methylpropionamidine tetrahydrate O.O.O.O.C(=O)(O)CCNC(C(C)C)=N